C(C)(C)(C)OC(=O)N1C[C@@H](N(CC1)C1=NC=C(C=C1[N+](=O)[O-])Br)C.C(C)(C)C1=C(C(=CC=C1)C(C)C)[NH+]1CN(CC1)C1=C(C=CC=C1C(C)C)C(C)C 1,3-bis-(2,6-diisopropylphenyl)imidazolinium tert-butyl-(3S)-4-(5-bromo-3-nitropyridin-2-yl)-3-methylpiperazine-1-carboxylate